C(N)(=O)C=1C=CC(=NC1)C(=O)NC(C(=O)N[C@@H]1B(OC2=C(C1)C=CC=C2C(=O)O)O)C2=CC=C(C=C2)P(=O)(O)O (3R)-3-(2-(5-carbamoylpicolinamido)-2-(4-phosphonophenyl)acetamido)-2-hydroxy-3,4-dihydro-2H-benzo[e][1,2]oxaborinine-8-carboxylic acid